NC1(CC(CCC1)C)C#N 1-amino-3-methylcyclohexanecarbonitrile